BrCCCF 1-bromo-3-fluoro-propane